2-[3-[3-(dimethylamino)propyl]-2-oxo-4-prop-2-enoyl-piperazin-1-yl]-N-methyl-imidazo[1,2-a]pyridine-6-carboxamide CN(CCCC1C(N(CCN1C(C=C)=O)C=1N=C2N(C=C(C=C2)C(=O)NC)C1)=O)C